difluoromethyl 2,2-difluoroethenyl ether FC(=COC(F)F)F